The molecule is an organic anion that is the conjugate base of minocycline, obtained by deprotonation of the two enolic hydroxy groups and protonation of the non-aromatic tertiary amino group. It is a conjugate base of a minocycline and a minocycline zwitterion. C[NH+](C)[C@H]1[C@@H]2C[C@@H]3CC4=C(C=CC(=C4C(=C3C(=O)[C@@]2(C(=C(C1=O)C(=O)N)[O-])O)[O-])O)N(C)C